[Fe]=S.[Zn].[Pb] lead-zinc-iron sulfide